7-(benzyloxy)-4-hydroxy-8-iodo-2H-chromen-2-one C(C1=CC=CC=C1)OC1=CC=C2C(=CC(OC2=C1I)=O)O